cytidineethanol [C@]1([C@H](O)[C@H](O)[C@@H](CO)O1)(N1C(=O)N=C(N)C=C1)CCO